2,6-difluoropyridin-3-ylboronic acid FC1=NC(=CC=C1B(O)O)F